C(CCCCC)NC(C(=O)O)CC(=O)C.NC(C(=O)OCCCCCC)CC(=O)C hexyl aminolevulinate (hexyl aminolevulinate)